FC(C1CCC2=CC=3CCCC3C(=C12)NC(=O)N=S(=O)(N)C=1C=NN2C1OCCC2)(F)F N'-((3-(trifluoromethyl)-1,2,3,5,6,7-hexahydro-s-indacen-4-yl)carbamoyl)-6,7-dihydro-5H-pyrazolo[5,1-b][1,3]oxazine-3-sulfonimidamide